O=C1NC(C=2NC=NC2N1CCC)=O 2,6-dioxo-3-propyl-7H-purin